N-methyl-3-(4,4,5,5-tetramethyl-1,3,2-dioxaborolan-2-yl)Benzenesulfonamide CNS(=O)(=O)C1=CC(=CC=C1)B1OC(C(O1)(C)C)(C)C